2-((3-fluoro-4-((2-(trifluoromethoxy)pyrid-4-yl)oxy)benzyl)oxy)-6,7,9,10-tetrahydro-4H,8H-7a,9-methano-pyrimido[1,6-a]pyrrolo[1,2-c]pyrimidine-4-one FC=1C=C(COC2=NC(N3C(N4C5(CC3)CC(C4)C5)=C2)=O)C=CC1OC1=CC(=NC=C1)OC(F)(F)F